C1(CC1)C(CCOC1=NN(C=C1)C1=CC=C2C(NS(C3=CC=CC(N(CCCC4CC(N(C2=N1)C4)(C)C)C)=N3)(=O)=O)=O)C3CC3 8-[3-(3,3-dicyclopropylpropoxy)-1H-pyrazol-1-yl]-12,12,18-trimethyl-2λ6-thia-3,9,11,18,23-pentaazatetracyclo[17.3.1.111,14.05,10]tetracosa-1(22),5,7,9,19(23),20-hexaene-2,2,4-trione